C1OC=2C=C(C=CC2O1)N1C=[N+](C=C1)C1=CC2=C(C=C1)OCO2 1,3-bis(3,4-methylenedioxyphenyl)imidazolium